C(C1=CC=CC=C1)C1=C(C2=C(N(C(N(C2=O)C)=O)CC)N(C1=O)C)NCCCN1CCOCC1 6-benzyl-1-ethyl-3,8-dimethyl-5-[(3-morpholinopropyl)amino]pyrido[2,3-d]pyrimidine-2,4,7(1H,3H,8H)-trione